BrCCCN1C(=NC=2N(C(N(C(C12)=O)CC)=O)CC)\C=C\C1=CC(=C(C=C1)OC)OC (E)-7-(3-bromopropyl)-8-(3,4-dimethoxystyryl)-1,3-diethyl-1H-purine-2,6(3H,7H)-dione